NC1=C(C(=O)NC2CC(C2)O[Si](C)(C)C(C)(C)C)C=C(C=C1Br)C 2-amino-3-bromo-N-[3-[tert-butyl(dimethyl)silyl]oxycyclobutyl]-5-methylbenzamide